tert-butyl 7-(difluoromethoxy)-8-fluoro-3,4,4a,9b-tetrahydrobenzofuro[3,2-b]pyridine-1(2H)-carboxylate FC(OC1=CC2=C(C=C1F)C1N(CCCC1O2)C(=O)OC(C)(C)C)F